methyl 4-bromo-2-(2-cyanoacetamido)-5-fluorobenzoate BrC1=CC(=C(C(=O)OC)C=C1F)NC(CC#N)=O